COC1=CC=C(C=C1)C1=CNC=2N=CN=C(C21)N2CCOCC2 4-(5-(4-methoxyphenyl)-7H-pyrrolo[2,3-d]pyrimidin-4-yl)morpholine